BENZO[D]ISOXAZOL-6-YLBORONIC ACID O1N=CC2=C1C=C(C=C2)B(O)O